3-fluoro-1-((cis)-3-hydroxy-3-methylcyclobutyl)-7-(trifluoromethyl)-1H-indazol-5-ol FC1=NN(C2=C(C=C(C=C12)O)C(F)(F)F)C1CC(C1)(C)O